NC=C(C(=O)OCC)C(C)=O ethyl 2-(aminomethylene)-3-oxobutyrate